FC1(CN(CC[C@H]1NC1=NN2C(C(=N1)OC([2H])([2H])[2H])=C(C(=C2)F)C=2C=C(C1=C(N(C=N1)CC(F)F)C2)F)S(=O)(=O)C)F (R)-N-(3,3-difluoro-1-(methylsulfonyl)piperidin-4-yl)-5-(1-(2,2-difluoroethyl)-4-fluoro-1H-benzo[d]imidazol-6-yl)-6-fluoro-4-(methoxy-d3)pyrrolo[2,1-f][1,2,4]triazin-2-amine